FC1(CCN(CC1)C1=NC(=NC(=C1)C)NC(=O)C1=C(C=C(C=C1)NS(=O)(=O)CC(=O)OCC)N1CCC2(CC2)CC1)F ethyl 2-(N-(4-((4-(4,4-difluoropiperidin-1-yl)-6-methylpyrimidin-2-yl)carbamoyl)-3-(6-azaspiro[2.5]octan-6-yl)phenyl)sulfamoyl)acetate